3-bromooxabicyclo[2.1.1]hexane BrC1OC2CC1C2